6-[1-(4-trifluoromethylbenzoyl)thio-nonyl]-5,8-dimethoxy-1,4-naphthalenedione dioxime FC(C1=CC=C(C(=O)SC(CCCCCCCC)C=2C(=C3C(C=CC(C3=C(C2)OC)=NO)=NO)OC)C=C1)(F)F